P(OCC)(OCCC)OCCC=1SC=CC1 ethyl propyl (2-(thiophen-2-yl) ethyl) phosphite